C1(=CC=CC=C1)C1=NC=C(C(=O)OC)C=C1 methyl 6-phenylnicotinate